BrC1=C2C=NN(C(C2=CC=C1)=O)COCC[Si](C)(C)C 5-Bromo-2-((2-(trimethylsilyl)ethoxy)methyl)phthalazin-1(2H)-one